NC1=CC(=NO1)C1CCN(CC1)C(=O)C1=CC(=CC(=C1)C(F)(F)F)C(F)(F)F (4-(5-aminoisoxazol-3-yl)piperidin-1-yl)(3,5-bis(trifluoromethyl)phenyl)methanone